ethyl 4-methyl-3-((1-methyl-6-((1-methyl-1H-pyrazol-4-yl)amino)-1H-pyrazolo[3,4-d]pyrimidin-3-yl)amino)-benzoate CC1=C(C=C(C(=O)OCC)C=C1)NC1=NN(C2=NC(=NC=C21)NC=2C=NN(C2)C)C